Sodium-lithium [Li].[Na]